FC=1C=C(C=CC1F)N1C(N(C(C1)C#N)C1=CN=CC2=CC=C(C=C12)S(=O)(=O)C)=O 1-(3,4-difluorophenyl)-3-(6-(methylsulfonyl)isoquinolin-4-yl)-2-oxoimidazolidine-4-carbonitrile